(3-Bromo-5-fluoro-2-hydroxybenzyl)(2-hydroxyethyl)carbamic acid tert-butyl ester C(C)(C)(C)OC(N(CCO)CC1=C(C(=CC(=C1)F)Br)O)=O